The molecule is an anionic phospholipid obtained by deprotonation of the free carboxy group of 1-hexadecyl-2-glutaryl-sn-glycero-3-phosphocholine; major species at pH 7.3. It is an anionic phospholipid and a monocarboxylic acid anion. It is a conjugate base of a 1-hexadecyl-2-glutaryl-sn-glycero-3-phosphocholine. CCCCCCCCCCCCCCCCOC[C@H](COP(=O)([O-])OCC[N+](C)(C)C)OC(=O)CCCC(=O)[O-]